(S)-6-((1-phenylethyl)amino)-3-(pyridin-3-yl)pyrimidine-2,4(1h,3h)-dione C1(=CC=CC=C1)[C@H](C)NC1=CC(N(C(N1)=O)C=1C=NC=CC1)=O